C(C1=CC=CC=C1)OCC1CC(C1)C=O 3-((benzyloxy)methyl)cyclobutane-1-carbaldehyde